O1C(=CC=C1)C(C(C(C1=CC(=C(C=C1)O)OC)C1OC(=CC1=O)C)C1=CC(=C(C=C1)O)OC)=O 2-[3-(2-furyl)-1,2-bis(4-hydroxy-3-methoxyphenyl)-3-oxo-propyl]-5-methyl-furan-3-one